CS(=O)(=O)N[C@@H]1[C@@H](N(CCC1)C(=O)OC(C)C)COC1CCN(CC1)C1=NC2=CC=CC=C2C=N1 isopropyl cis-3-((methylsulfonyl)amino)-2-(((1-(quinazolin-2-yl)piperidin-4-yl)oxy)methyl)piperidine-1-carboxylate